N1(N=CC2=CC=CC=C12)C(=O)N Indazole-1-carboxamide